tert-butyl N-[2-[2-amino-5-methoxy-N-methyl-4-[[4-(1-methylindol-3-yl)pyrimidin-2-yl]amino]anilino]ethyl]-N-methyl-carbamate NC1=C(N(C)CCN(C(OC(C)(C)C)=O)C)C=C(C(=C1)NC1=NC=CC(=N1)C1=CN(C2=CC=CC=C12)C)OC